BrC1=CC2=C(OC3=C2C=C(C=C3)Cl)C=3C=CC=CC13 5-bromo-8-chloronaphtho[1,2-b]benzofuran